NC=1C(=C(C=C2C=C(N=CC12)NC(O[C@@H]1[C@@H](CNCC1)F)=O)C1=C(C2=C(OCCN2)N=C1)C)F |r| (±)-cis-3-Fluoropiperidin-4-yl (8-amino-7-fluoro-6-(8-methyl-2,3-dihydro-1H-pyrido[2,3-b][1,4]oxazin-7-yl)isoquinolin-3-yl)carbamate